6-fluoro-4-(4-fluorophenyl)-N-(1-isobutylpyrrolidin-3-yl)-3,4-dihydroquinoxaline-1(2H)-carboxamide FC=1C=C2N(CCN(C2=CC1)C(=O)NC1CN(CC1)CC(C)C)C1=CC=C(C=C1)F